C(CCCCCCCCCCCCC)NCCCCCCCCCCCCCC ditetradecylamine